COC1=CC=C(CN(C=2C=3N(C(=C(N2)C2=C(C#N)C=CC=C2)C=C)N=C(N3)CC3=NC=CC=C3)CC3=CC=C(C=C3)OC)C=C1 (8-(bis(4-methoxybenzyl)amino)-2-(pyridin-2-ylmethyl)-5-vinyl-[1,2,4]triazolo[1,5-a]pyrazin-6-yl)benzonitrile